6-Amino-2-fluoro-3-((1S,2R)-4'-methoxy-2-methyl-1',2'-dihydrospiro[cyclopropane-1,3'-pyrrolo[2,3-b]pyridin]-5'-yl)-N,N-dimethylbenzamide NC1=CC=C(C(=C1C(=O)N(C)C)F)C=1C(=C2C(=NC1)NC[C@@]21[C@@H](C1)C)OC